(1R,3S,4R)-2-((R)-2-((3-chlorophenyl)amino)-3-cyclopropylpropanoyl)-N-((S)-1-cyano-2-((S)-2-oxopiperidin-3-yl)ethyl)-5,5-difluoro-2-azabicyclo[2.2.2]octane-3-carboxamide ClC=1C=C(C=CC1)N[C@@H](C(=O)N1[C@H]2CC([C@@H]([C@H]1C(=O)N[C@@H](C[C@H]1C(NCCC1)=O)C#N)CC2)(F)F)CC2CC2